(1R,3S)-3-(3-(2-(5-chloro-2-formyl-3-hydroxyphenoxy)acetamido)-1H-pyrazol-5-yl)cyclopentyl isopropylcarbamate C(C)(C)NC(O[C@H]1C[C@H](CC1)C1=CC(=NN1)NC(COC1=C(C(=CC(=C1)Cl)O)C=O)=O)=O